N-beta-hydroxybutyryl-leucine ethyl ester C(C)OC([C@@H](NC(CC(C)O)=O)CC(C)C)=O